ClC=1C=C(C=C(C1)F)[C@@H]1N(OCC1)C1=CC(=NC=N1)NC=1C(=CC(=C(C1)NC(C=C)=O)N1CCN(CC1)C)OC N-(5-((6-((R)-3-(3-chloro-5-fluorophenyl)isoxazolidine-2-yl)pyrimidine-4-yl)amino)-4-methoxy-2-(4-methylpiperazine-1-yl)phenyl)acrylamide